Cl.ClC1=C(C=CC(=C1)NC1=NC=C(C(=N1)NC1=C(C=CC=C1)P(=O)(C)C)Cl)N1CCC2(CC(C2)=O)CC1 7-(2-chloro-4-((5-chloro-4-((2-(dimethylphosphoryl)phenyl)amino)pyrimidin-2-yl)amino)phenyl)-7-azaspiro[3.5]nonan-2-one hydrochloric acid salt